dimethoxypropyl-vinylsilane niobium (+5) [Nb+5].COC(CC[SiH2]C=C)OC